C(CC(C)C)N1C=C(C2=CC(=CC=C12)C1=NC=CC(=N1)OC)C#N 1-isopentyl-5-(4-methoxypyrimidin-2-yl)-1H-indole-3-carbonitrile